[(2,2-difluoro-4-Benzyl hydroxybutyl)amino]methanoate FC(CNC(=O)[O-])(CC(CC1=CC=CC=C1)O)F